C1(CC1)NC(C1=C(C=C(C=C1OC)C1=CN=C2N1C=CC(=C2)OCC2OCCOC2)OC(F)F)=O N-cyclopropyl-2-(difluoromethoxy)-4-[7-(1,4-dioxan-2-ylmethoxy)imidazo[1,2-a]pyridin-3-yl]-6-methoxy-benzamide